anthraquinone-1,8-disulfonate C1(=CC=CC=2C(C3=CC=CC(=C3C(C12)=O)S(=O)(=O)[O-])=O)S(=O)(=O)[O-]